C(C1=CC=CC=C1)OC(=O)NCCC1=CC=C(C=C1)N1CC(N(CC1)C(=O)OC(C)(C)C)CO[Si](C)(C)C(C)(C)C tert-Butyl 4-(4-(2-(((benzyloxy)carbonyl)amino) ethyl)phenyl)-2-(((tert-butyldimethylsilyl)oxy)methyl)piperazine-1-carboxylate